CSC1=C(SC=C1)C=1SC=CC1.[N] nitrogen (methylthio)-2,2'-bithiophene